ClC1=NC=C(C(=N1)C1=NN(C(=C1)C1=CC=CC=C1)COCC[Si](C)(C)C)Cl 2,5-dichloro-4-(5-phenyl-1-((2-(trimethylsilyl)ethoxy)methyl)-1H-pyrazol-3-yl)pyrimidine